NC1=NC2=C(N1CC1COCC1)C=CC(=C2)C(=O)OCC ethyl 2-amino-1-((tetrahydrofuran-3-yl) methyl)-1H-benzo[d]imidazole-5-carboxylate